2,6-dimethylheptan-2-yl cinnamate C(C=CC1=CC=CC=C1)(=O)OC(C)(CCCC(C)C)C